COC1(CC2(CC2)C1)C1=CC(=NC=C1)N1N=CC(=C1)S(=O)(=O)NC=1C=CC=C2C=NN(C12)C 1-(4-(5-METHOXYSPIRO[2.3]HEXAN-5-YL)PYRIDIN-2-YL)-N-(1-METHYL-1H-INDAZOL-7-YL)-1H-PYRAZOLE-4-SULFONAMIDE